[O].[Cu].[Ba].[Gd].[F] fluorine gadolinium barium copper oxygen